COC(=O)C1=CC=C2C(=N1)COC2.ClC2=C(C(=O)NC1=CC(=NC=C1)S(=O)(=O)C)C=C(C=N2)C(F)(F)F 2-chloro-N-(2-(methylsulfonyl)pyridin-4-yl)-5-(trifluoromethyl)nicotinamide methyl-5,7-dihydrofuro[3,4-b]pyridine-2-carboxylate